COC1=C(C(=CC(=C1)C=1NC(C2=C(N1)NN=N2)=O)OC)C2=CC=C(C=C2)C(=O)O 2',6'-dimethoxy-4'-(7-oxo-6,7-dihydro-3H-[1,2,3]triazolo[4,5-d]pyrimidin-5-yl)-[1,1'-biphenyl]-4-carboxylic acid